tert-Butyl 4-((5-methylpyrimidin-2-yl)amino)piperidine-1-carboxylate CC=1C=NC(=NC1)NC1CCN(CC1)C(=O)OC(C)(C)C